ClC=1N=C(C2=C(N1)N=C(C=C2C)NC)NC 2-chloro-N4,N7,5-trimethylpyrido[2,3-d]pyrimidine-4,7-diamine